6'-fluoro-2'-oxo-1'-(1-propyl-1H-pyrazol-4-yl)-1,3-dihydro-spiro[indene-2,3'-indoline]-5-carboxylic acid FC1=CC=C2C3(C(N(C2=C1)C=1C=NN(C1)CCC)=O)CC1=CC=C(C=C1C3)C(=O)O